2-methylphenyl-4-azaphthalide CC1=C(C=CC=C1)C1OC(=O)C2=CC=CN=C12